C1=CC=CC=2C(C3=C(C=CC21)C=CC=C3)=C3CCN(CC3)CCCCC=3N=NNN3 4-(5H-dibenzo[a,d]cyclohepten-5-ylidene)-1-[4-(2H-tetrazol-5-yl)butyl]-piperidine